2-(4-Propylphenethyl)-6-((tetrahydro-2H-pyran-2-yl)methoxy)-3-(p-tolyl)pyridin-4-ol C(CC)C1=CC=C(CCC2=NC(=CC(=C2C2=CC=C(C=C2)C)O)OCC2OCCCC2)C=C1